OCTYL ISOCYANIDE C(CCCCCCC)[N+]#[C-]